4-[5-chloro-6-oxo-2-(4-pyridinyl)-1H-pyrimidin-4-yl]piperidine-1-carboxylic acid tert-butyl ester C(C)(C)(C)OC(=O)N1CCC(CC1)C=1N=C(NC(C1Cl)=O)C1=CC=NC=C1